C(C(C([2H])([2H])[2H])(C1=C(C(=CC(=C1)C(C([2H])([2H])[2H])(C([2H])([2H])[2H])[2H])C(C([2H])([2H])[2H])(C([2H])([2H])[2H])[2H])B(O)O)[2H])([2H])([2H])[2H] (2,4,6-tris(prop-2-yl-d7)phenyl)boronic acid